3-chloro-5-(((2S,8aR)-2-(methoxymethyl)octahydroindolizin-5-yl)methyl)benzonitrile ClC=1C=C(C#N)C=C(C1)CC1N2C[C@H](C[C@H]2CCC1)COC